(S)-2-(2-(4-(4-aminophenyl)-1H-1,2,3-triazol-1-yl)acetylamino)-N-(4-methoxyphenyl)-N-methyl-3-phenylpropanamide NC1=CC=C(C=C1)C=1N=NN(C1)CC(=O)N[C@H](C(=O)N(C)C1=CC=C(C=C1)OC)CC1=CC=CC=C1